4-[[4-fluoro-3-[4-[4-[[2-methyl-3-oxo-1-(3-pyridyl)pyrazolo[3,4-d]pyrimidin-6-yl]amino]phenyl]piperazine-1-carbonyl]phenyl]methyl]-2H-phthalazin-1-one FC1=C(C=C(C=C1)CC1=NNC(C2=CC=CC=C12)=O)C(=O)N1CCN(CC1)C1=CC=C(C=C1)NC1=NC=C2C(=N1)N(N(C2=O)C)C=2C=NC=CC2